2-(1H-indazol-4-yl)-6-(4-methanesulfonyl-piperazin-1-ylmethyl)-4-morpholin-4-yl-thieno[3,2-D]pyrimidine N1N=CC2=C(C=CC=C12)C=1N=C(C2=C(N1)C=C(S2)CN2CCN(CC2)S(=O)(=O)C)N2CCOCC2